1H-pyrrolo[3,2-b]pyridine 4-oxide N1C=CC2=[N+](C=CC=C21)[O-]